C(C)OC(=O)C1(CC1)C(NC1=CC=C(C=C1)OC1=CC=NC2=CC(=C(C=C12)OC)OC)=O 1-((4-((6,7-dimethoxyquinoline-4-yl)oxy)phenyl)carbamoyl)cyclopropanecarboxylic acid ethyl ester